morpholinoborane phosphoroamidate P(O)(O)(=O)N.O1CCN(CC1)B